(1aS,7bR)-N-((3R)-7-(3,8-diazabicyclo[3.2.1]octan-3-yl)-5,8-difluorochroman-3-yl)-1a,2,3,7b-tetrahydro-1H-cyclopropa[c][1,8]naphthyridine-6-carboxamide C12CN(CC(CC1)N2)C2=CC(=C1C[C@H](COC1=C2F)NC(=O)C2=CC=1[C@H]3[C@@H](CNC1N=C2)C3)F